2-dicyclohexylphosphino-2,4,6-tri-1-propyl-1,1-biphenyl C1(CCCCC1)P(C1(C(=C(C=C(C1)CCC)CCC)C1=CC=CC=C1)CCC)C1CCCCC1